[C@H]12CC(C[C@H](CCC1)N2)N(C2=CC=C(N=N2)C=2C(=CC1=C(C=C(O1)C(=O)N(C)C)C2)O)C 5-(6-(((1R,3S,5S)-9-azabicyclo[3.3.1]nonan-3-yl)(methyl)amino)pyridazin-3-yl)-6-hydroxy-N,N-dimethylbenzofuran-2-carboxamide